O=C1N(CCC(N1)=O)C1=CC(=C(CN2CCN(CC2)C2=C(C=C(C=C2)NC(C2=CC(=C(C=C2)C)C#CC2=CN=C3N2N=CC=C3)=O)C(F)(F)F)C=C1)F N-(4-(4-(4-(2,4-dioxotetrahydropyrimidin-1(2H)-yl)-2-fluorobenzyl)piperazin-1-yl)-3-(trifluoromethyl)phenyl)-3-(imidazo[1,2-b]pyridazin-3-ylethynyl)-4-methylbenzamide